ClC1=CC=C2C(=[N+](N(C2=C1)CC)[O-])C(C1=C(C=CC=C1)C(=O)OC(C(F)(F)F)C(F)(F)F)=O 6-Chloro-1-ethyl-3-(2-(((1,1,1,3,3,3-hexafluoropropan-2-yl)oxy)carbonyl)benzoyl)-1H-indazole 2-oxide